ClC=1C=C(CCN2C[C@H]([C@H](CC2)O)COC2=CC=C(C=C2)S(=O)(=O)C)C=CC1 (3S,4S)-1-(3-chlorophenethyl)-3-((4-(methylsulfonyl)phenoxy)methyl)piperidin-4-ol